(1r,3r,5s)-3-(4-methylpiperidin-1-yl)-8-((1-(4-methylpyridin-2-yl)-1H-pyrazol-4-yl)sulfonyl)-8-azabicyclo[3.2.1]octane CC1CCN(CC1)C1C[C@H]2CC[C@@H](C1)N2S(=O)(=O)C=2C=NN(C2)C2=NC=CC(=C2)C